3-(3-Bromo-5-fluorophenyl)azetidine-1-carboxylic acid tert-butyl ester C(C)(C)(C)OC(=O)N1CC(C1)C1=CC(=CC(=C1)F)Br